C1=CC=CC=2SC3=CC=CC=C3N(C12)C1=CC=C(C(=O)OC)C=C1 methyl 4-(10H-phenothiazin-10-yl)benzoate